4-ethylcyclohexylphenyl-2,3-difluorophenetole C(C)C1CCC(CC1)C=1C(=C(C(=C(C1)OCC)F)F)C1=CC=CC=C1